N1=C(C=CC=C1)SS[C@@H]1[C@H](CCCCC1)O |r| trans-(1SR,2SR)-2-(2-pyridyldisulfanyl)cycloheptan-1-ol